9-(3-METHOXYPROPYL)-9H-CARBAZOL COCCCN1C2=CC=CC=C2C=2C=CC=CC12